OCC[C@H]1[C@H](C[C@]2(CCCN12)C(=O)OC(C)(C)C)CO tert-butyl (2S,3S,7aR)-3-(2-hydroxyethyl)-2-(hydroxymethyl)tetrahydro-1H-pyrrolizine-7a(5H)-carboxylate